C(C)C=1C=CC=C2C=CC=C(C12)C1=C(C=2N=C(N=C(C2C=N1)N1CC2CCC(C1)N2C(=O)OC(C)(C)C)SC)F tert-butyl 3-[7-(8-ethyl-1-naphthyl)-8-fluoro-2-methylsulfanyl-pyrido[4,3-d]pyrimidin-4-yl]-3,8-diazabicyclo[3.2.1]octane-8-carboxylate